COC=1SC2=C(C1)C(=CC=C2)NC2CCC(CC2)NC(C2=CC=CC=C2)=O N-[(1s,4s)-4-[(2-methoxy-1-benzothiophen-4-yl)amino]cyclohexyl]benzamide